COC[C@H](COCCC(N1CCN(CC1)C1=NC=C(C=N1)C(F)(F)F)=O)SC1=C(C(NN=C1)=O)C(F)(F)F (R)-5-((1-Methoxy-3-(3-oxo-3-(4-(5-(trifluoromethyl)pyrimidin-2-yl)piperazin-1-yl)propoxy)propan-2-yl)thio)-4-(trifluoromethyl)pyridazin-3(2H)-one